O=C1C(C=C(C2C1(C(=O)OC2=O)C2OCCC2)C)=O dioxotetrahydrofuryl-3-methyl-3-cyclohexene-1,2-dicarboxylic anhydride